NC1=NC=2C(=CC=CC2C=2N1C=C(N2)CC2=CC=C(C(=O)NCC(C=1C=NC=CC1)N1CCOCC1)C=C2)F 4-((5-amino-7-fluoroimidazo[1,2-c]quinazolin-2-yl)methyl)-N-(2-morpholino-2-(pyridin-3-yl)ethyl)benzamide